2,4-dichlorobenzene-1-sulfonamide ClC1=C(C=CC(=C1)Cl)S(=O)(=O)N